fumaric dichloride C(\C=C\C(=O)Cl)(=O)Cl